Cl.NC(C(=O)N1CCN(CC1)C(=O)NC1=NC(N(C=C1)[C@@H]1CC[C@@H](CC1)CNC1CC(C1)N)=O)(C)C cis-4-(2-Amino-2-methylpropanoyl)-N-(1-(4-(((3-aminocyclobutyl)amino)methyl)cyclohexyl)-2-oxo-1,2-dihydropyrimidin-4-yl)piperazine-1-carboxamide hydrochloride salt